BrC1=C(C=O)C(=CC=C1F)F 2-bromo-3,6-difluoro-benzaldehyde